N(=C=O)C(C(=O)[O-])CCCCN=C=O 2,6-diisocyanatocaproate